FC1(CC1)C=1C=NN(C1)C1=CC=C(C=N1)S(=O)(=O)NC=1C=CC=C2C=NN(C12)C 6-(4-(1-fluorocyclopropyl)-1H-pyrazol-1-yl)-N-(1-methyl-1H-indazol-7-yl)pyridine-3-sulfonamide